CC=1N=C2N(N=C(C=C2C)C=2N=C3N(C(C2)=O)C=C(S3)N3CCNCC3)C1 7-(2,8-Dimethylimidazo[1,2-b]pyridazin-6-yl)-2-piperazin-1-yl-thiazolo[3,2-a]pyrimidin-5-on